C12CC(CC(C1)C2)OC2=C(C=C(C=C2F)NC(=O)C=2N=C(SC2CC)N2CC(C2)(C)OC)Cl N-(4-(bicyclo[3.1.1]heptan-3-yloxy)-3-chloro-5-fluorophenyl)-5-ethyl-2-(3-methoxy-3-methylazetidin-1-yl)thiazole-4-carboxamide